tert-butyl 6-(4,4,5,5-tetramethyl-1,3,2-dioxaborolan-2-yl)-2,3-dihydro-1,4-benzoxazine-4-carboxylate CC1(OB(OC1(C)C)C=1C=CC2=C(N(CCO2)C(=O)OC(C)(C)C)C1)C